C(CSC[C@@H]1[C@@H]2[C@@H]([C@H]([C@H](O1)O[C@@H]3[C@H](O[C@@H]([C@@H]([C@H]3O)O)O[C@@H]4[C@H](O[C@@H]([C@@H]([C@H]4O)O)O[C@@H]5[C@H](O[C@@H]([C@@H]([C@H]5O)O)O[C@@H]6[C@H](O[C@@H]([C@@H]([C@H]6O)O)O[C@@H]7[C@H](O[C@@H]([C@@H]([C@H]7O)O)O[C@@H]8[C@H](O[C@@H]([C@@H]([C@H]8O)O)O[C@@H]9[C@H](O[C@H](O2)[C@@H]([C@H]9O)O)CSCCC(=O)[O-])CSCCC(=O)[O-])CSCCC(=O)[O-])CSCCC(=O)[O-])CSCCC(=O)[O-])CSCCC(=O)[O-])CSCCC(=O)[O-])O)O)C(=O)[O-] The molecule is a carbohydrate acid derivative anion obtained by global deprotonation of the carboxy groups of sugammadex. It is a conjugate base of a sugammadex.